acetyl-N-t-butoxycarbonyl-L-tryptophan methyl ester COC([C@@H](N(C(=O)OC(C)(C)C)C(C)=O)CC1=CNC2=CC=CC=C12)=O